6-cyano-4-(2-((6,6-dimethyl-2,4-dioxo-3-azabicyclo[3.1.0]hexan-3-yl)methyl)thieno[3,2-b]pyridin-7-yl)-2-methylnicotinic acid C(#N)C1=NC(=C(C(=O)O)C(=C1)C1=C2C(=NC=C1)C=C(S2)CN2C(C1C(C1C2=O)(C)C)=O)C